4,7-bis-trimethylsilylethynyl-benzothiadiazole C[Si](C1=C(C=C(C2=C1N=NS2)[Si](C)(C)C)C#C)(C)C